icosyl alcohol C(CCCCCCCCCCCCCCCCCCC)O